5-((3,5-difluoro-4-(4-methylpiperidin-1-yl)phenyl)amino)-2-ethylisoindolin-1-one FC=1C=C(C=C(C1N1CCC(CC1)C)F)NC=1C=C2CN(C(C2=CC1)=O)CC